(6Z)-8-(trans-4-aminocyclohexyloxy)-6-methoxyimino-5,5-dimethyl-thieno[3,2-h]quinazolin-4-amine N[C@@H]1CC[C@H](CC1)OC1=CC=2\C(\C(C=3C(=NC=NC3C2S1)N)(C)C)=N/OC